3-[4-(Trifluoromethoxy)phenoxy]benzaldehyde FC(OC1=CC=C(OC=2C=C(C=O)C=CC2)C=C1)(F)F